2'-chloro-N-(5-(6-chloropicolinoyl)-5,6-dihydro-4H-pyrrolo[3,4-d]thiazol-2-yl)-5'-methoxy-6-methyl-[4,4'-bipyridine]-3-carboxamide ClC1=NC=C(C(=C1)C1=C(C=NC(=C1)C)C(=O)NC=1SC2=C(N1)CN(C2)C(C2=NC(=CC=C2)Cl)=O)OC